CC(CC[C@@H](C(=O)O)NCC1=C2C=NN(C2=CC=C1)C)(C)C (2S)-5,5-dimethyl-2-{[(1-methyl-1H-indazol-4-yl)methyl]amino}hexanoic acid